O=C(C(=O)OC)N(CC1=NC=C(C=C1)C(F)(F)F)C(C)C1=NC=CC=N1 methyl 2-oxo-2-((1-(pyrimidin-2-yl)ethyl)((5-(trifluoromethyl)pyridin-2-yl)methyl)amino)acetate